S-ethyl N-ethylthiocyclohexanecarbamate C(C)N(C(=O)SCC)C1CCCCC1